6-chloro-3-((1-(5-(4,4-difluoropiperidin-1-yl)-2-ethylimidazo[1,2-c]quinazolin-7-yl)ethyl)amino)picolinic acid ClC1=CC=C(C(=N1)C(=O)O)NC(C)C1=CC=CC=2C=3N(C(=NC12)N1CCC(CC1)(F)F)C=C(N3)CC